3-{3-bromo-4-[(6,7-dimethoxy-4-quinolinyl)oxy]-5-fluorophenyl}-1-[5-(trifluoromethyl)-3-pyridinyl]-2,4-imidazolidinedione BrC=1C=C(C=C(C1OC1=CC=NC2=CC(=C(C=C12)OC)OC)F)N1C(N(CC1=O)C=1C=NC=C(C1)C(F)(F)F)=O